4-((6-(2-(2,4-difluorophenyl)-1,1-difluoro-2-hydroxy-3-(5-thioxo-4,5-dihydro-1H-1,2,4-triazol-1-yl)propyl)pyridin-3-yl)oxy)benzonitrile FC1=C(C=CC(=C1)F)C(C(F)(F)C1=CC=C(C=N1)OC1=CC=C(C#N)C=C1)(CN1N=CNC1=S)O